FC=1C=C(C=CC1F)C=1C=C(C=NC1)OC=1C=C2C=CC(=NC2=C(C1)C#N)C1CCN(CC1)S(=O)(=O)C 6-((5-(3,4-difluorophenyl)pyridin-3-yl)oxy)-2-(1-(methyl-sulfonyl)piperidin-4-yl)quinoline-8-carbonitrile